3-((S)-1-((R)-2-(2-naphthoylamino)-3-cyclohexylpropionyl)pyrrolidine-2-carboxamido)-2-hydroxy-4-methylpentanoic acid C1=C(C=CC2=CC=CC=C12)C(=O)N[C@@H](C(=O)N1[C@@H](CCC1)C(=O)NC(C(C(=O)O)O)C(C)C)CC1CCCCC1